((2-chloro-7-((2-(trimethylsilyl)ethoxy)methyl)-7H-pyrrolo[2,3-d]pyrimidin-4-yl)amino)piperidine-1-carboxylic acid tert-butyl ester C(C)(C)(C)OC(=O)N1C(CCCC1)NC=1C2=C(N=C(N1)Cl)N(C=C2)COCC[Si](C)(C)C